2-isopropyl-1,7-heptanediol C(C)(C)C(CO)CCCCCO